C(#N)C(C)(C)C=1C=C(C(=NC1)NC(OC(C)(C)C)=O)S(=O)(=O)CC tert-butyl N-[5-(1-cyano-1-methyl-ethyl)-3-ethylsulfonyl-2-pyridyl]carbamate